C[C@H]1N(C[C@@H](N(C1)C1=NC=C(N=C1)C(F)(F)F)C)C(=O)OC1CC2(CN(C2)CC2=CC=C(C=C2)Cl)C1 2-[(4-chlorophenyl)methyl]-2-azaspiro[3.3]heptan-6-yl (2R,5S)-2,5-dimethyl-4-[5-(trifluoromethyl)pyrazin-2-yl]piperazine-1-carboxylate